C(C(C)C)C1(NC2=CC=CC=C2C=C1)C 2-isobutyl-2-methyl-1,2-dihydroquinoline